(9Z,12Z)-octadeca-9,12-dienoate C(CCCCCCC\C=C/C\C=C/CCCCC)(=O)[O-]